methyl 8-(2-(tert-butoxy)-2-oxoethyl)-5-fluoro-5,6,7,8-tetrahydroquinoline-5-carboxylate C(C)(C)(C)OC(CC1CCC(C=2C=CC=NC12)(C(=O)OC)F)=O